(2-(2-(trifluoromethyl)morpholino)pyridin-3-yl)methanamine FC(C1OCCN(C1)C1=NC=CC=C1CN)(F)F